[Cl-].C(CCCCCCC)C(NC)CCCCCCCC bisoctyl-dimethyl-amine chloride